methyl-2-(((2r,4r)-4-(tert-butoxycarbonyl)-1-(3-chloro-2-fluorobenzyl)-2-methylpiperidin-4-yl)methyl)-6-chloro-3-fluoroisonicotinic acid CC1=C(N=C(C(=C1C(=O)O)F)C[C@@]1(C[C@H](N(CC1)CC1=C(C(=CC=C1)Cl)F)C)C(=O)OC(C)(C)C)Cl